O=C1NC=NN=C1 oxo-4,5-dihydro-1,2,4-triazine